NC1=NC=NC=2C3=C(CC(C12)(C)C)C(=C(C=C3)O)OCCC 4-amino-5,5-dimethyl-7-propoxy-6H-benzo[H]quinazolin-8-ol